C(C1=CC=CC=C1)[C@H]1N(CCC1)C1=NC(=CC(N1)=O)N1C[C@@H](O[C@@H](C1)C)C 2-((S)-2-benzylpyrrolidin-1-yl)-6-((2S,6R)-2,6-dimethylmorpholino)pyrimidin-4(3H)-one